N-[(oxan-4-yl)methyl]-3-[(6-phenylpyridazin-3-yl)amino]benzamide O1CCC(CC1)CNC(C1=CC(=CC=C1)NC=1N=NC(=CC1)C1=CC=CC=C1)=O